CC1=NOC(=C1C1=C(C(=NC(=N1)C1=C(C=CC(=C1)OC[C@@H]1OC1)C(F)(F)F)NC1CCN(CC1)C(=O)OC)C)C methyl 4-(6-(3,5-dimethylisoxazol-4-yl)-5-methyl-2-(5-((R)-oxiran-2-ylmethoxy)-2-(trifluoromethyl)phenyl)pyrimidin-4-ylamino)piperidine-1-carboxylate